tert-butyl (3-(3-acetylaminophenyl)imidazo[1,2-a]pyridin-6-yl)(methyl)carbamate C(C)(=O)NC=1C=C(C=CC1)C1=CN=C2N1C=C(C=C2)N(C(OC(C)(C)C)=O)C